isobutyl 2,2,4-trimethyl-3-hydroxyvalerate CC(C(=O)OCC(C)C)(C(C(C)C)O)C